tert-butyl 3-{[7-(3-fluoro-4-{[8-isopropoxy-7-(1H-pyrazol-4-yl)-[1,2,4]triazolo[1,5-c]pyrimidin-2-yl]amino}benzenesulfonyl)-2,7-diazaspiro[4.4]nonan-2-yl]methyl}azetidine-1-carboxylate FC=1C=C(C=CC1NC1=NN2C=NC(=C(C2=N1)OC(C)C)C=1C=NNC1)S(=O)(=O)N1CC2(CCN(C2)CC2CN(C2)C(=O)OC(C)(C)C)CC1